C[C@H]1NC(C2=C(C=3C=4C=CC(=NC4C=CC3S2)C2=C(N=NC(=C2)C#C[Si](C)(C)C)OCCN2CCCC2)NC1)=O (R)-10-methyl-3-(3-(2-(pyrrolidin-1-yl)ethoxy)-6-((trimethylsilyl)ethynyl)pyridazin-4-yl)-9,10,11,12-tetrahydro-8H-[1,4]diazepino[5',6':4,5]thieno[3,2-f]quinolin-8-one